C(N)(=O)C1=C(C(=CC(=C1)Cl)C)NC(=O)C=1N(N=C(C1)CS(=O)C)C1=NC=CC=C1Cl N-(2-carbamoyl-4-chloro-6-methyl-phenyl)-2-(3-chloro-2-pyridyl)-5-(methylsulfinylmethyl)pyrazole-3-carboxamide